2-[(2R,4S)-4-[4-amino-3-iodopyrazolo[4,3-c]pyridin-1-yl]-1-(prop-2-enoyl)pyrrolidin-2-yl]acetonitrile NC1=NC=CC2=C1C(=NN2[C@H]2C[C@@H](N(C2)C(C=C)=O)CC#N)I